C(CCCCCCC)C(C(=O)N)OCC(=O)N Octyldiglycolamide